1-(2-chlorophenyl)-(S)-1-hydroxypropyl-(R)-2-cyclopropylcarbamate ClC1=C(C=CC=C1)[C@@H]1[C@H](C1)N(C([O-])=O)C(CC)O